ClC=1C(=CC=C2N=CC(=NC12)C=1C=NN(C1)C1CN(CCC1)C(=O)OC(C)(C)C)OC=1C=CC2=C(N(C(=N2)C)COCC[Si](C)(C)C)C1 tert-Butyl 3-(4-(8-chloro-7-((2-methyl-1-((2-(trimethylsilyl)ethoxy)methyl)-1H-benzo[d]imidazol-6-yl)oxy)quinoxalin-2-yl)-1H-pyrazol-1-yl)piperidine-1-carboxylate